CN1N=CC(=C1)C=1C=C2CCCNC2=CC1 6-(1-methyl-1H-pyrazol-4-yl)-1,2,3,4-tetrahydroquinoline